N1=CN=C2N=CNC2=C1N=O adenineOne